1-((1S,3s)-3-((1R,3s)-2-azabicyclo[2.2.1]hept-2-yl)-3-methylcyclobutyl)-6-bromo-3,3-dimethyl-1,3-dihydro-2H-pyrrolo[3,2-b]pyridin-2-one [C@@H]12N(CC(CC1)C2)C2(CC(C2)N2C(C(C1=NC=C(C=C12)Br)(C)C)=O)C